CON=C1NC2=CC(=CC=C2C=C1)OC[C@H]1O[C@H]([C@@H]([C@]1(C)O)O)N1C=CC2=C1N=CNC2=NOC 7-(((2R,3S,4R,5R)-3,4-dihydroxy-5-(4-(methoxyimino)-3H-pyrrolo[2,3-d]pyrimidin-7(4H)-yl)-3-methyltetrahydrofuran-2-yl)methoxy)quinolin-2(1H)-one O-methyl oxime